3-((5-(5-(Difluoromethyl)-1,3,4-oxadiazol-2-yl)pyridin-2-yl)methyl)-6-fluoroquinazoline-2,4(1H,3H)-dione FC(C1=NN=C(O1)C=1C=CC(=NC1)CN1C(NC2=CC=C(C=C2C1=O)F)=O)F